FC1=CC(=C(C=C1)[C@H](CCCCC)O)C1=NN=NN1 (S)-1-(4-Fluoro-2-(1H-tetrazol-5-yl)phenyl)hexan-1-ol